6-phenyldibenzothiophene C1(=CC=CC=C1)C1=CC=CC=2C3=C(SC21)C=CC=C3